2-dodecyloxy-2,4-diaminobenzene C(CCCCCCCCCCC)OC1(CC=CC(=C1)N)N